tin tantalum oxide [O-2].[Ta+5].[Sn+4]